4-(5-(4-(2-bromoethoxy)-3-chlorophenyl)-8-oxo-6-thioxo-5,7-diazaspiro[3.4]oct-7-yl)-2-(trifluoromethyl)benzonitrile BrCCOC1=C(C=C(C=C1)N1C2(CCC2)C(N(C1=S)C1=CC(=C(C#N)C=C1)C(F)(F)F)=O)Cl